6-[2-[[2-[(dimethylamino)methyl]-4,8-difluoro-3,5,6,7-tetrahydrocyclopenta[f]benzimidazol-6-yl]methylamino]-6-oxo-5-oxa-7-azaspiro[3.4]octan-7-yl]-4H-pyrazino[2,3-b][1,4]oxazin-3-one CN(C)CC=1NC2=C(N1)C(=C1C(=C2F)CC(C1)CNC1CC2(C1)OC(N(C2)C2=NC1=C(OCC(N1)=O)N=C2)=O)F